N1=CC=C(C=C1)C1=C2CCO[C@H](C2=CC=C1)CNC(OC(C)(C)C)=O |o1:11| rel-(R)-tert-butyl ((5-(pyridin-4-yl)isochroman-1-yl)methyl)carbamate